1-chloro-2,3,3,3-tetrafluoropropane ClCC(C(F)(F)F)F